3-(sec-butyl)-N'-cyano-6-fluoro-2-oxo-1,2,3,5-tetrahydro-4H-benzo[1,4]diazepine-4-carboximidamide C(C)(CC)C1C(NC2=C(CN1C(N)=NC#N)C(=CC=C2)F)=O